C(CCC)NC(=O)NC1CCC(CC1)(C)CN1C(N(C(C1(C)C)=O)COCC[Si](C)(C)C)=O 1-butyl-3-(4-((5,5-dimethyl-2,4-dioxo-3-((2-(trimethylsilyl)ethoxy)methyl)imidazolidin-1-yl)methyl)-4-methylcyclohexyl)urea